8-((1R,2R)-2-hydroxy-2-methylcyclopentyl)-2-((1-(methylsulfonyl)piperidin-4-yl)amino)pteridine O[C@]1([C@@H](CCC1)N1CC=NC=2C=NC(=NC12)NC1CCN(CC1)S(=O)(=O)C)C